C(C)(C)(C)OC(NC1=NC=NC(=C1)C=O)=O.C[Si](OC(C#C)(C)C)(OC(C#C)(C)C)OC(C#C)(C)C Methyl-tris(1,1-dimethyl-2-propynyloxy)silane TERT-BUTYL-6-FORMYLPYRIMIDIN-4-YLCARBAMATE